COC=1C=C(OC2=C(N)C(=C(C(=C2[2H])[2H])[2H])[2H])C=CC1 2-(3-methoxyphenoxy)-aniline-3,4,5,6-d4